FC=1C=C(COC=2C=C3N(C(N2)=O)C[C@H]2N3CCC2)C=C(C1OC1=CC(=NC=C1)C(F)(F)F)F (S)-3-((3,5-difluoro-4-((2-(trifluoromethyl)pyridin-4-yl)oxy)benzyl)oxy)-7,8,8a,9-tetrahydropyrrolo[1',2':3,4]imidazo[1,2-c]pyrimidin-1(6H)-one